niobium-antimony-lead [Pb].[Sb].[Nb]